FC(CCS(=O)(=O)N1C[C@H](CC1)N1C(=NC=2C1=C1C(=NC2)NC=C1)[C@@H](C)O)(F)F (R)-1-(1-((S)-1-((3,3,3-Trifluoropropyl)sulfonyl)pyrrolidin-3-yl)-1,6-dihydroimidazo[4,5-d]pyrrolo[2,3-b]pyridin-2-yl)ethanol